1-[4-[(1R,2R)-2-[1-(difluoromethyl)pyrazol-3-yl]cyclopropyl]-2-fluoro-phenyl]-N-methyl-methanamine FC(N1N=C(C=C1)[C@H]1[C@@H](C1)C1=CC(=C(C=C1)CNC)F)F